NCCN1CN(C=C1)C=C 3-aminoethyl-1-vinylimidazole